CC=1N=C(C2=CN=C(C=C2C1C1=NN2C(C=CC(=C2)N2CCOCC2)=N1)N)N methyl-4-(6-morpholino-[1,2,4]triazolo[1,5-a]pyridin-2-yl)-2,7-naphthyridin-1,6-diamine